CC1([C@@H](N2[C@H](S1)[C@@H](C2=O)N=CCCCC=NC3=CC=C(C=C3)N)C(=O)O)C The molecule is penicillanic acid carrying a (p-aminophenyl)imino]pentylidene}amino substituent at the 6beta position. It has been used as a hapten in the production of a generic monoclonal antibody for determining penicillin residues in milk. It has a role as a hapten.